C(C)OC(=O)C1C2CCC(C12)CC(=O)OCC 2-(2-Ethoxy-2-oxoethyl)bicyclo[3.1.0]hexane-6-carboxylic acid ethyl ester